F[C@H]1C[C@@H](N(C1)C=1C=CC=2N(N1)C(=CN2)C2=NC=CC(=C2)C[C@H](C)O)C2=C(C=CC(=C2)F)OC (S)-1-(2-(6-((2R,4S)-4-fluoro-2-(5-fluoro-2-methoxyphenyl)pyrrolidin-1-yl)imidazo[1,2-b]pyridazin-3-yl)pyridin-4-yl)propan-2-ol